C(C)(=O)O[C@@]1([C@H](O[C@H]([C@@H]1OC(C)=O)N1C2=NC(=NC(=C2N=C1)Cl)Cl)COC(C(=O)OC)(C(=O)NC)CC1=CC=CC=C1)C#C (2R,3R,4R,5R)-2-(((2-benzyl-1-methoxy-3-(methylamino)-1,3-dioxopropan-2-yl)oxy)methyl)-5-(2,6-dichloro-9H-purin-9-yl)-3-ethynyltetrahydrofuran-3,4-diyl diacetate